(3-(4-(4-((2,6-dioxopiperidin-3-yl)oxy)phenyl)piperazin-1-yl)propyl)carbamate O=C1NC(CCC1OC1=CC=C(C=C1)N1CCN(CC1)CCCNC([O-])=O)=O